1,3,5-triazine-2,4,6(1H,3H,5H)trione N1C(NC(NC1=O)=O)=O